4-(4-(1-(tert-butoxycarbonyl)piperidin-4-yl)butyl)piperazine C(C)(C)(C)OC(=O)N1CCC(CC1)CCCCN1CCNCC1